ClC1=C(C=CC=C1Cl)C1=NNC2=NC(=C(N=C21)COC)N2CCN(CC2)C2=CC=C(C=C2)F 4-[3-(2,3-dichlorophenyl)-5-(methoxymethyl)-1H-pyrazolo[3,4-b]pyrazin-6-yl]-N-(4-fluorophenyl)piperazine